P(O)(=O)(OP(=O)(O)OP(=O)(O)O)OC[C@@H]1[C@H]([C@H]([C@@H](O1)N1C=NC=2C(=O)NC(=O)NC12)O)O xanthosine-5'-triphosphate